COC=1C(=CC(=C(C1)N1CCN(CC1)C1CN(C1)C(=O)[O-])C=1C=NN(C1)C)[N+](=O)[O-] 3-(4-(5-methoxy-2-(1-methyl-1H-pyrazol-4-yl)-4-nitrophenyl)piperazin-1-yl)azaCyclobutane-1-carboxylate